3-(5-(((1S,2S)-2-(4-hydroxypiperidin-1-yl)cyclopentyl)oxy)-1-oxoisoindolin-2-yl)piperidine-2,6-dione OC1CCN(CC1)[C@@H]1[C@H](CCC1)OC=1C=C2CN(C(C2=CC1)=O)C1C(NC(CC1)=O)=O